(3β)-cholest-5-en-3-yl (63-oxo-3,6,9,12,15,18,21,24,27,30,33,36,39,42,45,48,51,54,57,60-icosaoxatrihexacont-1-yl)carbamate O=CCCOCCOCCOCCOCCOCCOCCOCCOCCOCCOCCOCCOCCOCCOCCOCCOCCOCCOCCOCCOCCNC(O[C@@H]1CC2=CC[C@H]3[C@@H]4CC[C@H]([C@@H](CCCC(C)C)C)[C@]4(CC[C@@H]3[C@]2(CC1)C)C)=O